Cl.Cl.ClC=1C=CC2=C(N(C=N2)CCC[C@H]2NCCC[C@@H]2O)C1Cl (2R,3S)-2-(3-(6,7-dichloro-1H-benzo[d]imidazol-1-yl)propyl)piperidin-3-ol dihydrochloride